8-[(1R)-1-[[2-(2-Fluorophenyl)-3-pyridyl]amino]ethyl]-2-(5-fluoro-3-pyridyl)-3,6-dimethyl-chromen-4-one FC1=C(C=CC=C1)C1=NC=CC=C1N[C@H](C)C=1C=C(C=C2C(C(=C(OC12)C=1C=NC=C(C1)F)C)=O)C